2,3-Benzoquinoline C1=CC=C2C(=C1)C=C3C=CC=CC3=N2